3-ethyl-2-[(3-ethyl-2-benzoxazolinylidene)methyl]benzoxazolium C(C)[N+]1=C(OC2=C1C=CC=C2)C=C2OC1=C(N2CC)C=CC=C1